tert-Butyl 4-((3-(1-(2,6-dioxopiperidin-3-yl)-3-methyl-2-oxo-2,3-dihydro-1H-benzo[d]-imidazol-4-yl)prop-2-yn-1-yl)oxy)piperidine-1-carboxylate O=C1NC(CCC1N1C(N(C2=C1C=CC=C2C#CCOC2CCN(CC2)C(=O)OC(C)(C)C)C)=O)=O